3-fluoro-5-methyl-6-(trifluoromethyl)picolinic acid FC=1C(=NC(=C(C1)C)C(F)(F)F)C(=O)O